2-p-tolylacetamide C1(=CC=C(C=C1)CC(=O)N)C